3,4-bis(isocyanatomethyl)Tetrahydrothiophene N(=C=O)CC1CSCC1CN=C=O